C(C1=CC=CC=C1)C1(CN(CC1)S(=O)(=O)C=1C(=NN(C1)C)C)C=1C=C2C=NN(C2=CC1C)C=1C=CC(N(C1)C)=O 5-(5-(3-benzyl-1-((1,3-dimethyl-1H-pyrazol-4-yl)sulfonyl)pyrrolidin-3-yl)-6-methyl-1H-indazol-1-yl)-1-methylpyridin-2(1H)-one